[2H]C([2H])(C([2H])([2H])S)N.Cl cysteamine-d4 hydrochloride